BrCC(C)O[Si](C)(C)C(C)(C)C ((1-bromoprop-2-yl)oxy)(tert-butyl)dimethylsilane